ClC1=C(OC2=CN=C3C(=CC(=NC3=C2)N)C)C=CC=C1 7-(2-chlorophenoxy)-4-methyl-1,5-naphthyridin-2-amine